4-benzylidene-2,6-di-t-butylcyclohex-2,5-dienone C(C1=CC=CC=C1)=C1C=C(C(C(=C1)C(C)(C)C)=O)C(C)(C)C